C(C)(C)C1=C(NC2=CC=C(C=C12)C1CCNCC1)C=1C=C2N=CC=NC2=CC1 6-(3-isopropyl-5-(piperidin-4-yl)-1H-indol-2-yl)quinoxaline